N-ethyl-5-fluoro-2-(6-methoxy-3,4-dihydroisoquinolin-2(1H)-yl)aniline C(C)NC1=C(C=CC(=C1)F)N1CC2=CC=C(C=C2CC1)OC